N1=CN=CC(=C1)CCN 2-(Pyrimidin-5-yl)ethan-1-amine